C(#N)C1=CC=C(C=C1)C1=CC=C(C=C1)C1=CC=C(C=C1)N1N=C2C(=N1)C=C(C(=C2)C=2C1=CC=CC=C1C=1C=CC=CC1C2)C2=CC=CC=C2 2-(4''-cyano-[1,1':4',1'']terphenyl-4-yl)-5-(phenanthren-9-yl)-6-phenyl-2H-benzotriazole